6-(4-aminothiazol-2-yl)pyridine-3-carbonitrile NC=1N=C(SC1)C1=CC=C(C=N1)C#N